[Si](C)(C)(C(C)(C)C)OCC(COC1=NN(C(=C1[N+](=O)[O-])C)C1CCC(CC1)OC)F 3-(3-((tert-butyldimethylsilyl)oxy)-2-fluoropropoxy)-1-((1r,4r)-4-meth-oxycyclohexyl)-5-methyl-4-nitro-1H-pyrazole